2-(2-Methylphenyl)-4-phenylimidazole CC1=C(C=CC=C1)C=1NC=C(N1)C1=CC=CC=C1